NC(C(=O)N1CCC2(C[C@@H](OC2=O)CCN2CCN(CC2)C2=CC=C(C=C2)F)CC1)(C)C (R)-8-(2-amino-2-methylpropanoyl)-3-(2-(4-(4-fluorophenyl)piperazin-1-yl)ethyl)-2-oxa-8-azaspiro[4.5]decan-1-one